9,10-bis[2-carboxy(3,6-methano-4-methyl-4-cyclohexenyl)]carbonyloxy-anthracene C(=O)(O)C1C(C2C=C(C1C2)C)C(=O)OC=2C1=CC=CC=C1C(=C1C=CC=CC21)OC(=O)C2C(C1C(=CC2C1)C)C(=O)O